1,5-dimethyl-N-(quinolin-8-yl)-1H-imidazole-2-sulfonamide CN1C(=NC=C1C)S(=O)(=O)NC=1C=CC=C2C=CC=NC12